2-(5-(((1S,3R,5R)-1,8-dimethyl-8-azabicyclo[3.2.1]octan-3-yl)(methyl)amino)-1,3,4-thiadiazol-2-yl)-5-(1H-imidazol-1-yl)phenol C[C@@]12C[C@@H](C[C@@H](CC1)N2C)N(C2=NN=C(S2)C2=C(C=C(C=C2)N2C=NC=C2)O)C